2-(difluoromethyl)-6-fluorobenzenesulfonyl chloride FC(C1=C(C(=CC=C1)F)S(=O)(=O)Cl)F